3-(7-((2-methoxyethoxy)methoxy)-2-methylquinolin-6-yl)chroman-4-one COCCOCOC1=C(C=C2C=CC(=NC2=C1)C)C1COC2=CC=CC=C2C1=O